(S)-2-Hydroxy-propionic acid (S)-2-[2-(5-bromo-quinoxalin-6-ylamino)-4,5-dihydro-imidazol-1-yl]-1-methyl-2-oxo-ethyl ester BrC1=C2N=CC=NC2=CC=C1NC=1N(CCN1)C([C@H](C)OC([C@H](C)O)=O)=O